C(C1=CC=CC=C1)C1CCN(CC1)CC1=NN=C(N1)C1=CC=CC=C1 4-benzyl-1-((5-phenyl-4H-1,2,4-triazol-3-yl)methyl)piperidine